C(C)(C)(C)OC(=O)NCC1=C(C=C(C=C1)F)CC(=O)[O-] 2-(((tert-butoxy (carbonyl)amino)methyl)-5-fluorophenyl)acetate